3-(4-cyanophenyl)-N-(furan-2-ylmethyl)imidazo[1,2-a]pyridine-7-carboxamide C(#N)C1=CC=C(C=C1)C1=CN=C2N1C=CC(=C2)C(=O)NCC=2OC=CC2